(1S,3'R,4'S,5'S,6'R)-5-Ethynyl-6'-methyl-6-(4-methylbenzyl)-3',4',5',6'-tetrahydro-3H-spiro-[isobenzofuran-1,2'-pyran]-3',4',5'-triol C(#C)C=1C=C2CO[C@]3(O[C@@H]([C@H]([C@@H]([C@H]3O)O)O)C)C2=CC1CC1=CC=C(C=C1)C